CN1C(=NN=C1)CC1(COC1)C=1C=C(C=CC1)C1=NC2=C(N1)C(=CC(=C2)C(=O)N2CCCC2)C(F)(F)F (2-(3-(3-((4-Methyl-4H-1,2,4-triazol-3-yl)methyl)oxetan-3-yl)phenyl)-7-(trifluoromethyl)-1H-benzo[d]imidazol-5-yl)(pyrrolidin-1-yl)methanone